dithienyl-osmium S1C(=CC=C1)[Os]C=1SC=CC1